ClC1=CC=C(C=C1)C(C)(C#C)C=1N=C(SC1)NC(C1=CC=C(C=C1)N1CCNCC1)=O N-(4-(2-(4-chlorophenyl)but-3-yn-2-yl)thiazol-2-yl)-4-(piperazin-1-yl)benzamide